2,6-dimethylpyridine-3-sulfonamide CC1=NC(=CC=C1S(=O)(=O)N)C